ClC=1C=C2C(=C3C4(NC(NC13)=O)CCCCC4)OC(=C2)C(=O)NCCOCC 5'-chloro-N-(2-ethoxyethyl)-7'-oxo-7',8'-dihydro-6'H-spiro[cyclohexane-1,9'-furo[2,3-f]quinazoline]-2'-carboxamide